3-{4-[(6,7-dimethoxy-4-quinolinyl)oxy]-3-ethylphenyl}-1-[5-(trifluoromethyl)-3-pyridinyl]-2,4-imidazolidinedione COC=1C=C2C(=CC=NC2=CC1OC)OC1=C(C=C(C=C1)N1C(N(CC1=O)C=1C=NC=C(C1)C(F)(F)F)=O)CC